ClC=1C=NC(=C(C(=O)NC2CCC(CC2)CN2C(N(C=3C=NC=CC32)C3=C(C=CC(=C3)OC)Cl)=O)C1)C(F)(F)F 5-chloro-N-((1r,4r)-4-((3-(2-chloro-5-methoxy-phenyl)-2-oxo-2,3-dihydro-1H-imidazo[4,5-c]pyridin-1-yl)methyl)cyclohexyl)-2-(trifluoromethyl)nicotinamide